ClC1=C(C(=CC=C1)F)C1(CC1)C(=O)NC=1C=CC(=C(C(=O)OC)C1)C=1C=NN(C1)C1CCC1 Methyl 5-({[1-(2-chloro-6-fluorophenyl)cyclopropyl]carbonyl}amino)-2-(1-cyclobutyl-1H-pyrazol-4-yl)benzoate